(S)-2-((5-cyclopropylpyrimidin-2-yl)amino)-4-(((S)-2-fluoro-3-methoxypropyl)(4-(5,6,7,8-tetrahydro-1,8-naphthyridin-2-yl)butyl)amino)butanoic acid C1(CC1)C=1C=NC(=NC1)N[C@H](C(=O)O)CCN(CCCCC1=NC=2NCCCC2C=C1)C[C@@H](COC)F